FC1=CC=C(C=C1)[C@@H]1N(CCC2=CC=CC=C12)C1=NC2(CO1)CC(CC2)N 2-((S)-1-(4-fluorophenyl)-3,4-dihydroisoquinolin-2(1H)-yl)-3-oxa-1-azaspiro[4.4]non-1-en-7-amine